CON(C(=O)C=1N=C(C=2N(C1)C=CN2)C2=CC=C(C=C2)C(F)(F)F)C N-Methoxy-N-methyl-8-(4-(trifluoromethyl)phenyl)imidazo[1,2-a]pyrazine-6-carboxamide